COC(C(C)C1=C(C=CC=C1)N=CC1=CC=C(C=C1)Cl)=O 2-(p-chlorobenzylideneamino)phenylpropionic acid methyl ester